2-methyl-1,4-phenylene-bis[4-[3-(acryloyloxy) propyloxy]benzoate] CC1=C(C=CC(=C1)C1=C(C(=O)[O-])C=CC(=C1)OCCCOC(C=C)=O)C1=C(C(=O)[O-])C=CC(=C1)OCCCOC(C=C)=O